6-(4-(ethylsulfonyl)piperazine-1-yl)-7-methoxy-1,9-dimethyl-9H-pyrido[3,4-b]indole C(C)S(=O)(=O)N1CCN(CC1)C=1C=C2C3=C(N(C2=CC1OC)C)C(=NC=C3)C